N1=CC=C(C=C1)C1=CC=C(/C=C/C=2C3=CC=CC=C3C(=C3C=CC=CC23)\C=C\C2=CC=C(C=C2)C2=CC=NC=C2)C=C1 9,10-bis((E)-4-(pyridine-4-yl)styryl)anthracene